C[C@]12CC3(CC(C[C@@](C1)(C3)C)C2)NC(NC2CC(CCC2)OC2=CC=C(C=C2)NC(CC)=O)=O N-(4-((3-(3-((1r,3R,5S,7r)-3,5-dimethyladamantan-1-yl)ureido)cyclohexyl)oxy)phenyl)propanamide